1-(5-(difluoromethyl)pyridin-2-yl)ethan-1-ol O-(spiro[3.3]heptan-2-ylmethyl)((2-(2,6-dioxopiperidin-3-yl)-3-oxoisoindolin-5-yl)methyl)carbamothioate C1C(CC12CCC2)CN(C(=S)OC(C)C2=NC=C(C=C2)C(F)F)CC=2C=C1C(N(CC1=CC2)C2C(NC(CC2)=O)=O)=O